CC1=CC=CC(=N1)CN1C(=CC2=CC=CC=C12)C(=O)O 1-((6-methylpyridin-2-yl)methyl)-1H-indole-2-carboxylic acid